tert-butyl 4-(5-[[2-(2,6-dioxopiperidin-3-yl)-1,3-dioxoisoindol-5-yl] oxy]pentyl)piperazine-1-carboxylate O=C1NC(CCC1N1C(C2=CC=C(C=C2C1=O)OCCCCCN1CCN(CC1)C(=O)OC(C)(C)C)=O)=O